O1CCC(CC1)C1=NC=2C(=NC=CC2C2CCN(CC2)C(=O)C2=CC=C(C=C2)OC(F)(F)F)N1 [4-(2-tetrahydropyran-4-yl-3H-imidazo[4,5-b]pyridin-7-yl)-1-piperidyl]-[4-(trifluoromethoxy)phenyl]methanone